ClC1=CC=C(C=C1)\C=C\[C@@H]1[C@@H](C1)C1=CC=C(C=C1)C 1-chloro-4-((E)-2-((1R,2R)-2-(p-tolyl)cyclopropyl)vinyl)benzene